ClC=1C=CC(=C(C1)C1=C(NC=2C3=C(CCC12)C=CC=C3)C(=O)O)OC 3-(5-Chloro-2-methoxyphenyl)-4,5-dihydro-1H-benzo[g]indole-2-carboxylic acid